FC1=C(C=CC(=C1)C=1SC(=NN1)C1=CC=C(C=C1)OC(F)(F)F)NC(=O)\N=C\1/SCC(N1C1=C(C=CC(=C1)C)OCCCC(F)(F)F)=O (Z)-1-(2-fluoro-4-(5-(4-(trifluoromethoxy)phenyl)-1,3,4-thiadiazol-2-yl)phenyl)-3-(3-(5-methyl-2-(4,4,4-trifluorobutoxy)phenyl)-4-oxothiazolidin-2-ylidene)urea